N[C@H]1CN(CCC1)[C@@H]1[C@H](C2=CC(=CC(=C2C1)Cl)Cl)OC1=CC(=CC=C1C)C 4-[[(1S,2S)-2-[(3R)-3-aminopiperidin-1-yl]-4,6-dichloro-2,3-dihydro-1H-inden-1-yl]oxy]-2,5-dimethylbenzene